O1C=CC2=C1C=CC(=C2)C2=CC=C1CN(C(C1=C2)=O)CC(=O)NC(C(=O)O)CC(CF)=O (2-(6-(benzofuran-5-yl)-1-oxoisoindolin-2-yl)acetamido)-5-fluoro-4-oxopentanoic acid